[3-(isopropylamino-phenyl-methyl)-phenyl]-amide C(C)(C)NC(C=1C=C(C=CC1)[NH-])C1=CC=CC=C1